O=C1NC=C(C=2C=C(N=CC12)NC(=O)C1CC1)C1=CC=CC=C1 N-(8-oxo-5-phenyl-7,8-dihydro-2,7-naphthyridin-3-yl)cyclopropanecarboxamide